C(#N)CC1=C(C(=O)N)C=CC(=C1)C1=NC(=NC=C1C)NC=1C=NN(C1)C1CCNCC1 (cyanomethyl)-4-(5-methyl-2-((1-(piperidin-4-yl)-1H-pyrazol-4-yl)amino)pyrimidin-4-yl)benzamide